N-(methylsulfonyl)-p-tolylsulfonamide CS(=O)(=O)NS(=O)(=O)C1=CC=C(C=C1)C